COC1=C(C(=O)O)C=CC(=C1)NC1CN(CC1)C 2-methoxy-4-((1-methylpyrrolidin-3-yl)amino)benzoic acid